CC1(CCC2=C(O1)C(=CC3=C2C(=O)C4=C(C=C(C=C4O3)O)O)O)C The molecule is a pyranoxanthene that is 2,3-dihydropyrano[3,2-a]xanthen-12(1H)-one substituted by hydroxy groups at positions 5, 9 and 11 and geminal methyl groups at position 3. Isolated from the aerial parts of Hypericum scabrum, it exhibits cytotoxicity for human tumour cells. It has a role as a metabolite and an antineoplastic agent. It is a pyranoxanthene, a polyphenol and a cyclic ketone.